2-chloro-6-methyl-N-(3-(4'-nitro-[1,1'-biphenyl]-4-yl)propyl)thieno[2,3-d]pyrimidin-4-amine ClC=1N=C(C2=C(N1)SC(=C2)C)NCCCC2=CC=C(C=C2)C2=CC=C(C=C2)[N+](=O)[O-]